C(N)(=S)C1=CC=C(C=C1)NC(OC(C)(C)C)=O Tert-butyl (4-carbamothioylphenyl)carbamate